C(C)OC(NC=1SC2=C(C1C#N)C(=CC=C2F)Br)=O N-(4-bromo-3-cyano-7-fluoro-benzothien-2-yl)carbamic acid ethyl ester